(5S)-5-cyclopropyl-5-(3-(5,6-dichloro-1-methylisoindolin-2-yl)-3-oxopropyl)imidazolidine-2,4-dione C1(CC1)[C@]1(C(NC(N1)=O)=O)CCC(=O)N1C(C2=CC(=C(C=C2C1)Cl)Cl)C